NC=1N=CC(=NC1C=1OC(=NN1)C1=CC=C(C=C1)CNCC(C)F)C1=CC=C(C=C1)S(=O)(=O)C(CCO)C 3-(4-(5-amino-6-(5-(4-((2-fluoropropylamino)methyl)phenyl)-1,3,4-oxadiazol-2-yl)pyrazin-2-yl)phenylsulfonyl)butan-1-ol